OC1=CC=C2CCN(C)C3CC4=CC=CC=C4C1=C23 Oxylaporphine